N-(2-((R)-4-Cyanothiazolidin-3-yl)-2-oxoethyl)-6-((S)-7-methyl-1,4-oxazepan-4-yl)-quinoline-4-carboxamide C(#N)[C@H]1N(CSC1)C(CNC(=O)C1=CC=NC2=CC=C(C=C12)N1CCO[C@H](CC1)C)=O